1-(1,10-Phenanthrolin-2-yl)amino-3-methoxy-2-nitrobenzene N1=C(C=CC2=CC=C3C=CC=NC3=C12)NC1=C(C(=CC=C1)OC)[N+](=O)[O-]